CC=1C=C(C=CC1)B(O)O (3-methylphenyl)boronic acid